1-(4-(Chloromethyl)-5-fluoropyridin-3-yl)dihydropyrimidine-2,4(1H,3H)-dione ClCC1=C(C=NC=C1F)N1C(NC(CC1)=O)=O